C1(CC1)CN1C(=CC2=CC=C(C=C12)C1=C(C=C(C=C1)OC)F)C1=NC2=C(N1C)C(=CC(=C2)C(=O)N2[C@@H]1CC[C@H](C2)[C@H]1N)OC (1R,4R,7R)-2-{2-[1-(cyclopropylmethyl)-6-(2-fluoro-4-methoxyphenyl)-1H-indol-2-yl]-7-methoxy-1-methyl-1H-1,3-benzodiazole-5-carbonyl}-2-azabicyclo[2.2.1]heptan-7-amine